ClC1=C2C(=NC=C1C=O)SC=C2 (4-chlorothieno[2,3-b]pyridin-5-yl)methanone